NC1=NC(=C(C=2N1C(N(N2)CCN2C(CCCCC2)C=2N(C=CC2)C)=O)C2=CC(=NC(=C2)C)C)C2=CC=CC=C2 5-amino-8-(2,6-dimethyl-4-pyridinyl)-2-[2-[2-(1-methylpyrrol-2-yl)azepan-1-yl]ethyl]-7-phenyl-[1,2,4]triazolo[4,3-c]pyrimidin-3-one